OC[C@@H]1[C@@H]2[C@H](C(N1)=O)C21CCCC1 (1R,2S,5S)-2-(hydroxymethyl)-3-azaspiro[bicyclo[3.1.0]hexane-6,1'-cyclopentan]-4-one